N-(4-(tert-butyl)-2-(4,6-diphenyl-1,3,5-triazin-2-yl)phenyl)-[1,1'-biphenyl]-2',3',4',5',6'-d5-3-amine C(C)(C)(C)C1=CC(=C(C=C1)NC=1C=C(C=CC1)C1=C(C(=C(C(=C1[2H])[2H])[2H])[2H])[2H])C1=NC(=NC(=N1)C1=CC=CC=C1)C1=CC=CC=C1